FC=1C=C(C=CC1F)/C(/COC)=N/OCC1=C(C=CC=C1C)\C(\C(=O)OC)=N/OC methyl (2E)-2-[2-[[(Z)-[1-(3,4-difluorophenyl)-2-methoxy-ethylidene]amino]-oxymethyl]-3-methyl-phenyl]-2-methoxyimino-acetate